5-(3-(4-methyl-5-oxo-4,6-diazaspiro[2.4]heptan-6-yl)piperidin-1-yl)pyrazine-2-carboxamide CN1C2(CC2)CN(C1=O)C1CN(CCC1)C=1N=CC(=NC1)C(=O)N